C(C=C)(=O)N.C=C=CC(=O)O methyleneacrylic acid acrylamide